N2-[1-(2-aminoethyl)pyrazol-4-yl]-N4-[2-(6-methyl-2-pyridyl)pyrimidin-4-yl]pyrimidine-2,4-diamine NCCN1N=CC(=C1)NC1=NC=CC(=N1)NC1=NC(=NC=C1)C1=NC(=CC=C1)C